C(CCC(=O)[O-])(=O)OOCCCC butyl peroxysuccinate